cobalt manganese iron germanium [Ge].[Fe].[Mn].[Co]